6-(2-{5-[(1R,4R,7R)-7-amino-2-azabicyclo[2.2.1]heptane-2-carbonyl]-7-methoxy-1-methyl-1H-1,3-benzodiazol-2-yl}-1-(cyclopropylmethyl)-1H-pyrrolo[2,3-b]pyridin-6-yl)quinolin-4-ol N[C@H]1[C@@H]2N(C[C@H]1CC2)C(=O)C2=CC1=C(N(C(=N1)C1=CC=3C(=NC(=CC3)C=3C=C4C(=CC=NC4=CC3)O)N1CC1CC1)C)C(=C2)OC